C(C1=CC=CC=C1)N1CC(OCC1)C1=NC2=CC=CC=C2C(=C1)C(=O)NC=1SC=CN1 2-(4-benzylmorpholin-2-yl)-N-(thiazol-2-yl)quinoline-4-carboxamide